C(C)(C)(C)C=1C=C(C=C(C1)C(C)(C)C)[Li] 3,5-di-t-butylphenyl-lithium